6-amino-7-ethoxyquinoline-3-carbonitrile NC=1C=C2C=C(C=NC2=CC1OCC)C#N